[Ca+2].P(=O)(OC1=CC=CC=C1)(OC1=CC=CC=C1)[O-].C1(=CC=CC=C1)OP(=O)(OC1=CC=CC=C1)[O-] diphenyl phosphate calcium